2,3-dicyano-1,4-dithia-anthraquinone C(#N)C=1SC=2C(C3=CC=CC=C3C(C2SC1C#N)=O)=O